ClC1=CC=C(C=C1)C1=C(COC(C1)(C)C)CN1CCNCC1 4-((4-(4-chlorophenyl)-6,6-dimethyl-5,6-dihydro-2H-pyran-3-yl)methyl)piperazine